C(C)OC=1C=C(C=C(C1C)OCC)C(COC)=O 1-(3,5-Diethoxy-4-Methylphenyl)-2-Methoxyethan-1-One